[N-](S(=O)(=O)C(F)(F)F)S(=O)(=O)C(F)(F)F.[N+]1(=CC=CC=C1)[N+]1=CC=CC=C1.[N-](S(=O)(=O)C(F)(F)F)S(=O)(=O)C(F)(F)F bipyridinium bis(trifluoromethanesulfonyl)imide